The molecule is a 6-oxo monocarboxylic acid anion which is obtained by removal of a proton from the carboxylic acid group of (2E,4E)-6-(2-aminophenyl)-2-hydroxy-6-oxohexa-2,4-dienoic acid. It is a 6-oxo monocarboxylic acid anion and a hydroxy monocarboxylic acid anion. It is a conjugate base of a (2E,4E)-6-(2-aminophenyl)-2-hydroxy-6-oxohexa-2,4-dienoic acid. C1=CC=C(C(=C1)/C(=C/C=C/C(=O)C(=O)O)/[O-])N